C(CCCCCCC\C=C/CCCCCCCC)(=O)N(C)CC(=O)O oleoyl-sarcosin